NC1=NC(=C(C=2N1C(N(N2)CCC2=CC=CC=C2)=O)Br)C2=CC=CC=C2 5-amino-8-bromo-2-phenethyl-7-phenyl-[1,2,4]triazolo[4,3-c]pyrimidin-3(2H)-one